C(CCCCCCCCCCC\C=C/CCCCCCCC)(=O)OC[C@@H](OC(CCCCCCCCCCC\C=C/CCCCCCCC)=O)COP(=O)(O)O.OCCOCN1C=2N=C(NC(C2N=C1)=O)N 9-[(2-hydroxy)ethoxy]methylguanine 1,2-Dierucoyl-sn-Glycero-3-Phosphate